N,N,N-Trimethyl-N-(2-hydroxyethyl)-ammonium hydroxid [OH-].C[N+](CCO)(C)C